3,5-di-tert-butyl-hydroxybenzoic acid C(C)(C)(C)C=1C(=C(C(=O)O)C=C(C1)C(C)(C)C)O